N-cyclopropyl-2-({3-[(E)-2-[5-(4-methylpiperazin-1-yl)pyridin-2-yl]vinyl]-1H-indazol-6-yl}thio)benzamide C1(CC1)NC(C1=C(C=CC=C1)SC1=CC=C2C(=NNC2=C1)\C=C\C1=NC=C(C=C1)N1CCN(CC1)C)=O